BrC1=CC2=C(NC(=NC2=O)C)N=C1 6-bromo-2-methyl-1H-pyrido[2,3-d]pyrimidin-4-one